COC1=C(C=CC(=C1)C=CC(C=CCCCCCCC)=O)[O-] 2-methoxy-4-(3-oxododec-1,4-dienyl)phenolate